NC1=NC=C(C(=N1)C(F)F)C1=NC(=NC(=N1)N1CCOCC1)N1CCN(CC1)CC1CN(C1)C(CCC(C=C(C)C)=O)=O 1-(3-((4-(4-(2-amino-4-(difluoromethyl)pyrimidin-5-yl)-6-morpholino-1,3,5-triazin-2-yl)piperazin-1-yl)methyl)azetidin-1-yl)-6-methylhept-5-ene-1,4-dione